ClC1=CC=C(C(=N1)C1=CC=CC=C1)N 6-chloro-2-phenylpyridin-3-amine